COC1=CC=C(CNC=2N=CC(=C3C=C(N=CC23)NC(=O)C2CC2)C=C)C=C1 N-(8-((4-methoxybenzyl)amino)-5-vinyl-2,7-naphthyridin-3-yl)cyclopropanecarboxamide